FC=1C=CC(=C(C(=O)N2[C@@H](COCC2)C)C1)C=1C=2N(C=C(C1)C1CN(C1)[C@H](CC[C@@H]1CNCCO1)C(C)C)C(=NC2F)C (3R)-4-[5-fluoro-2-(1-fluoro-3-methyl-6-{1-[(3R)-4-methyl-1-[(2R)-morpholin-2-yl]pentan-3-yl]azetidin-3-yl}imidazo[1,5-a]pyridin-8-yl)benzoyl]-3-methylmorpholine